C(C)(C)(C)OC(=O)N(C1=CC(=NC=2N1N=CC2C2CC2)N[C@@H]2CN(CCC2)C(=O)OC(C)(C)C)CC2=CC(=CC=C2)Cl tert-butyl (S)-3-((7-((tert-butoxycarbonyl)(3-chlorobenzyl)amino)-3-cyclopropylpyrazolo[1,5-a]pyrimidin-5-yl)amino)piperidine-1-carboxylate